OCC([C@H](C[C@@H]1C(NCC1)=O)NC(=O)[C@@H]1N(C2CCC1CC2)C(=O)C2=CC1=C(N2)C=C(S1)C)=O (R)-N-((S)-4-Hydroxy-3-oxo-1-((R)-2-oxopyrrolidin-3-yl)butan-2-yl)-2-(2-methyl-4H-thieno[3,2-b]pyrrole-5-carbonyl)-2-azabicyclo[2.2.2]octane-3-carboxamide